C1=CC=C2C(=C1)C(=CN2)C[C@@H](C(=O)O)NC(=O)[C@H](CO)N The molecule is a dipeptide obtained by formal condensation of the carboxy group of L-serine with the amino group of L-tryptophan. It derives from a L-serine and a L-tryptophan.